S1C(=CC=C1)CCCN 3-(2-thienyl)propylamine